2-(tert-butyl)-7-isopropyl-6,7-dihydro-4H-pyrazolo[1,5-a]pyrrolo[3,4-e]pyrimidine-5,8-dione C(C)(C)(C)C1=NN2C(NC(C3=C2C(N(C3)C(C)C)=O)=O)=C1